ClC1=CC=C(C=N1)CN1C(C=CC=C1)=NC(C(C(F)(F)F)(F)F)=O N-[1-[(6-chloro-3-pyridyl)methyl]-2-pyridylidene]-2,2,3,3,3-pentafluoropropionamide